ClC=1C=C(C=CC1C)NC1=CC(=NC=2N1N=C(N2)C(F)(F)F)C N-(3-Chloro-4-methylphenyl)-5-methyl-2-(trifluoromethyl)[1,2,4]triazolo[1,5-a]pyrimidin-7-amine